BrC=1C=CC(=NC1)N1CC2N(C(C1)C2)CC2=C(C=CC(=C2)F)O 2-((3-(5-bromopyridin-2-yl)-3,6-diazabicyclo[3.1.1]heptan-6-yl)methyl)-4-fluorophenol